N,N-Dimethyl-4-((2-(2-(trifluoromethoxy)ethyl)hydrazinyl)methyl)benzamide DL-Lactate C(C(O)C)(=O)O.CN(C(C1=CC=C(C=C1)CNNCCOC(F)(F)F)=O)C